2,3-bis(4-bromophenyl)cyclopropene-1-one BrC1=CC=C(C=C1)C=1C(C1C1=CC=C(C=C1)Br)=O